N-(2,4-dibromo-5-hydroxyphenyl)acetamide ethyl-2,2-difluoro-3-(3-fluoro-2-nitrophenyl)propanoate C(C)OC(C(CC1=C(C(=CC=C1)F)[N+](=O)[O-])(F)F)=O.BrC1=C(C=C(C(=C1)Br)O)NC(C)=O